FC(OC1=C(C=C(C=C1)S(=O)(=O)O)C1=NN(C=C1NC(=O)C=1C=NN2C1N=CC=C2)C)F 4-(difluoromethoxy)-3-(1-methyl-4-[pyrazolo[1,5-a]pyrimidine-3-amido]-1H-pyrazol-3-yl)benzene-1-sulfonic acid